(E)-2-(4-(6-(methylamino)pyridine-3-yl)buta-1-en-3-ynyl)benz[d]thiazole-6-ol CNC1=CC=C(C=N1)C#C/C=C/C=1SC2=C(N1)C=CC(=C2)O